2-(2-(4-(1-(4-hydroxyphenyl)-2-phenylbut-1-en-1-yl)phenoxy)ethoxy)isoindoline-1,3-dione OC1=CC=C(C=C1)C(=C(CC)C1=CC=CC=C1)C1=CC=C(OCCON2C(C3=CC=CC=C3C2=O)=O)C=C1